4,4'-(anthracene-9,10-diyl)bis(1-naphthoic acid) C1=CC=CC2=C(C3=CC=CC=C3C(=C12)C1=CC=C(C2=CC=CC=C12)C(=O)O)C1=CC=C(C2=CC=CC=C12)C(=O)O